(6-amino-5-(3-hydroxy-2,6-dimethylphenyl)-2,3-dimethyl-5H-pyrrolo[2,3-b]pyrazin-7-yl)(3-methyl-6,7-dihydroisoxazolo[4,3-c]pyridin-5(4H)-yl)methanone NC1=C(C=2C(=NC(=C(N2)C)C)N1C1=C(C(=CC=C1C)O)C)C(=O)N1CC=2C(CC1)=NOC2C